Ethyl (4S)-2-(diethoxyphosphoryl)-5,5,5-trifluoro-4-methyl-4-((4-nitrophenyl)sulfonamido)pentanoate C(C)OP(=O)(OCC)C(C(=O)OCC)C[C@@](C(F)(F)F)(NS(=O)(=O)C1=CC=C(C=C1)[N+](=O)[O-])C